N1(C=NC=C1)C=1C=CC(=C(C1)O)C1=CC2=C(N=N1)N=C(S2)N(C2CCN(CC2)C)C 5-(1H-Imidazol-1-yl)-2-{6-[methyl(1-methylpiperidin-4-yl)amino][1,3]thiazolo[4,5-c]pyridazin-3-yl}phenol